1-(4-(5-chloro-7-fluoro-6-(3-hydroxynaphthalen-1-yl)benzo[c]isothiazol-3-yl)piperazin-1-yl)-2-(hydroxymethyl)prop-2-en-1-one neodymium 2,2-dihexyloctanoate C(CCCCC)C(C(=O)[O-])(CCCCCC)CCCCCC.[Nd+3].ClC1=CC=2C(=NSC2N2CCN(CC2)C(C(=C)CO)=O)C(=C1C1=CC(=CC2=CC=CC=C12)O)F.C(CCCCC)C(C(=O)[O-])(CCCCCC)CCCCCC.C(CCCCC)C(C(=O)[O-])(CCCCCC)CCCCCC